1-phenyl-N-[[2-(1-piperidyl)-4-pyridyl]methyl]methanamin C1(=CC=CC=C1)CNCC1=CC(=NC=C1)N1CCCCC1